2-(3-(2-((1,5-dimethyl-1H-pyrazol-3-yl)amino)-5-methylpyrimidin-4-yl)-1H-indol-7-yl)-4-morpholinoisoindolin-1-one CN1N=C(C=C1C)NC1=NC=C(C(=N1)C1=CNC2=C(C=CC=C12)N1C(C2=CC=CC(=C2C1)N1CCOCC1)=O)C